NC1=NC=NC=2N(C3=CC=C(C=C3C21)OC)CC(=O)N2[C@@H]1C[C@@]1(C[C@H]2C(=O)NC2=NC(=CC=C2)Br)C (1R,3S,5R)-2-(2-(4-amino-6-methoxy-9H-pyrimido[4,5-b]indol-9-yl)acetyl)-N-(6-bromopyridin-2-yl)-5-methyl-2-azabicyclo[3.1.0]hexane-3-carboxamide